N-(4-((4-([1,1'-biphenyl]-3-yl)-5-chloropyrimidin-2-yl)amino)-3-methylphenyl)acetamide C1(=CC(=CC=C1)C1=NC(=NC=C1Cl)NC1=C(C=C(C=C1)NC(C)=O)C)C1=CC=CC=C1